COC1=CC=C(C2=C1N1C(S2)=NN=C1NC(C(C)(C)C)=O)OC N-(5,8-dimethoxy[1,2,4]triazolo[3,4-b][1,3]benzothiazol-3-yl)-2,2-dimethylpropanamide